C(CN(C([O-])=O)C)N(C(OCCCC)=O)C butyl ethane-1,2-diylbis(methylcarbamate)